N,N-dimethylaminoethylene glycol butyl ether C(CCC)OC(CO)N(C)C